COC=1C=NN(C1C12CC(C1)(C2)C(=O)O)C 3-(4-Methoxy-1-methyl-1H-pyrazol-5-yl)bicyclo[1.1.1]pentane-1-carboxylic acid